P(OCC)(OCC)[O-].[Al+3].C(C)OP(OCC)[O-].C(C)OP(OCC)[O-] Aluminum diethyl phosphite